ClC1=NN2C(C=N1)=C(C=C2C2(CC2)C#C)F 2-chloro-7-(1-ethynyl-cyclopropyl)-5-fluoropyrrolo[2,1-f][1,2,4]triazine